2-amino-4-(4-chlorothien-2-yl)-5-(trifluoromethyl)benzoic acid methyl ester COC(C1=C(C=C(C(=C1)C(F)(F)F)C=1SC=C(C1)Cl)N)=O